OCCNNCCO 1,2-di(beta-hydroxyethyl)hydrazine